1-benzyl-5-oxo-7-(piperidin-1-ylmethyl)-8-(3-(trifluoromethyl)phenyl)-1,2,3,5-tetrahydroimidazo[1,2-a]pyridine-3-carboxylic acid C(C1=CC=CC=C1)N1CC(N2C1=C(C(=CC2=O)CN2CCCCC2)C2=CC(=CC=C2)C(F)(F)F)C(=O)O